C(C)N(C(CNC(C(=O)[C@H]1N(CCC1)C(CNC(=O)C1=CC=NC2=CC=CC=C12)=O)=O)=O)CCC (S)-N-(2-(2-(2-((2-(Ethyl(propyl)amino)-2-oxoethyl)amino)-2-oxoacetyl)pyrrolidin-1-yl)-2-oxoethyl)quinoline-4-carboxamide